cerium-zirconium dioxide [O-2].[O-2].[Zr+4].[Ce+3]